{1-[cis-3-methoxypiperidin-4-yl]-3-[4-(7-{[2-(trimethylsilyl)ethoxy]methyl}-7H-pyrrolo[2,3-d]pyrimidin-4-yl)-1H-pyrazol-1-yl]azetidin-3-yl}acetonitrile CO[C@@H]1CNCC[C@@H]1N1CC(C1)(N1N=CC(=C1)C=1C2=C(N=CN1)N(C=C2)COCC[Si](C)(C)C)CC#N